(2R,3S)-2-(3-(5-bromo-4-fluoro-1H-benzo[d]imidazol-1-yl)propyl)piperidin-3-ol BrC1=C(C2=C(N(C=N2)CCC[C@H]2NCCC[C@@H]2O)C=C1)F